C(C(C)C)OC1=CC=C(C=C1)NC(=O)N1C=NC=C1 N-(4-isobutoxyphenyl)-1H-imidazole-1-formamide